2,2'-(cyclopentane-diyl)bis(1-(pyrrolidin-1-yl)ethan-1-one) C1(CCCC1)(CC(=O)N1CCCC1)CC(=O)N1CCCC1